C(C)(=O)OC(C(=O)Cl)(C)C 1-chloro-2-methyl-1-oxopropan-2-yl acetate